C(C)(C)(C)OC(=O)N1CCN(CC1)C1=NC(=NC2=CC(=C(C=C12)Cl)Br)NCCN(C)C 4-(7-bromo-6-chloro-2-[[2-(dimethylamino)ethyl]amino]quinazolin-4-yl)piperazine-1-carboxylic acid tert-butyl ester